1-(methoxy)hexane COCCCCCC